1,2-bis(allylamino)ethane C(C=C)NCCNCC=C